NC1=NN2C(C=C(C=C2)C=2C=C(C(=NC2)OC)C(=O)NCC2=C(C(=CC=C2)F)OC2CCCC2)=N1 5-{2-Amino-[1,2,4]triazolo[1,5-a]pyridin-7-yl}-N-{[2-(cyclopentyloxy)-3-fluorophenyl]methyl}-2-methoxypyridine-3-carboxamide